ClC1=C(C(=CC=C1Cl)O)C1CC2N(C(N(C2)CCO)=O)C1 6-(2,3-dichloro-6-hydroxyphenyl)-2-(2-hydroxyethyl)hexahydro-3H-pyrrolo[1,2-c]imidazol-3-one